calcium-aluminum-chloride salt [Al](Cl)(Cl)Cl.[Ca]